BrC1=C(C=C(C=2N=CN(C21)C)C2=CC=C(C=C2)OC(F)(F)F)N 4-bromo-3-methyl-7-[4-(trifluoromethoxy)phenyl]benzimidazol-5-amine